COC1CC(=CC=C1O)\C=C\C(=O)CC(=O)\C=C\C1=CC=C(O)C(OC)=C1 dihydro-curcumin